O1C(=NCC1)C1=CC(=CC=C1)C=1OCCN1 1,3-bis(4,5-dihydro-oxazol-2-yl)benzene